CC1CN(C2CC1C2)C(=O)C2=NC(=CC=C2C2=NC=CC=N2)C 4-methyl-2-[6-methyl-3-(pyrimidin-2-yl)pyridine-2-carbonyl]-2-azabicyclo[3.1.1]heptane